triacontyl-dimethylbenzyl-ammonium C(CCCCCCCCCCCCCCCCCCCCCCCCCCCCC)[N+](CC1=CC=CC=C1)(C)C